C(C)(C)(C)OOC1CC(CC(C1)C)(C)C 1-(tert-butylperoxy)-3,3,5-trimethylcyclohexane